C1(CCCCC1)NCCC[Si](OC)(OC)C N-(cyclohexyl)-γ-aminopropyl-methyldimethoxysilane